1-(1,1-Difluoro-2-methoxyethyl)-2-fluorobenzene FC(COC)(F)C1=C(C=CC=C1)F